3-formylphenothiazine C(=O)C=1C=CC=2NC3=CC=CC=C3SC2C1